C(C)(C)(C)C1CCC2(OCC(O2)CN(CCC)CC)CC1 (8-tert-butyl-1,4-dioxaspiro[4.5]decan-2-ylmethyl)ethylpropylamine